CC=1N=C2N(N=C(C=C2C)C2=CC=C3C=C(C=NC3=N2)N2CC(CC2)NC)C1 1-(7-{2,8-dimethylimidazo[1,2-b]pyridazin-6-yl}-1,8-naphthyridin-3-yl)-N-methylpyrrolidin-3-amine